2-(1-ethylpyrrolidin-2-yl)acetic acid C(C)N1C(CCC1)CC(=O)O